FC(C(=O)N[C@@H](CO)C)(F)F 2,2,2-Trifluoro-N-[(1R)-2-hydroxy-1-methylethyl]acetamide